O=C1NC(CCC1N1C(C2=CC=CC(=C2C1)SCCCCCN1CCC(CC1)C1=CC=C(C(=O)N2CCC(CC2)CCCCNC(\C=C\C=2C=NC=CC2)=O)C=C1)=O)=O (E)-N-(4-(1-(4-(1-(5-((2-(2,6-dioxopiperidin-3-yl)-1-oxoisoindolin-4-yl)thio)pentyl)piperidin-4-yl)benzoyl)piperidin-4-yl)butyl)-3-(pyridin-3-yl)acrylamide